ClC1=C2C(=NC(=N1)Cl)N(N=C2)C2=C(OCCOCCO)C=C(C=C2)F 2-[2-[2-(4,6-dichloropyrazolo[3,4-d]pyrimidin-1-yl)-5-fluoro-phenoxy]ethoxy]ethanol